N-(4-(bicyclo[3.1.0]hexan-3-yloxy)-3-fluorophenyl)-2-(pyrrolidin-1-yl)-5-(2,2,2-trifluoroethyl)thiazole-4-carboxamide C12CC(CC2C1)OC1=C(C=C(C=C1)NC(=O)C=1N=C(SC1CC(F)(F)F)N1CCCC1)F